benzothieno[3,2-b]benzothiophene C1=CC=CC2=C1SC1=C2SC2=C1C=CC=C2